5-amino-8-bromo-7-phenyl-2-propyl-[1,2,4]triazolo[4,3-c]pyrimidin-3(2H)-one NC1=NC(=C(C=2N1C(N(N2)CCC)=O)Br)C2=CC=CC=C2